(E)-3-(2,6-dichloro-3,5-dimethoxyphenyl)-1-(1-(4-(dimethylamino)-but-2-enoyl)piperidin-4-yl)-7-((tetrahydro-2H-pyran-4-yl)amino)-3,4-dihydro-pyrimido[4,5-d]pyrimidin-2(1H)-one ClC1=C(C(=C(C=C1OC)OC)Cl)N1C(N(C2=NC(=NC=C2C1)NC1CCOCC1)C1CCN(CC1)C(\C=C\CN(C)C)=O)=O